[Na+].[K+].C(C1=CC=CC=C1)C(C(=O)[O-])(C(=O)[O-])C(C)(C)C 2-benzyl-2-(tert-butyl)malonic acid potassium sodium salt